FC=1C(=C(C=C(C1)F)CNC(=O)C=1C(=NC=C(C1)C=1C=CC=2N(N1)C=C(N2)NC(C)=O)OC)OC2CCOCC2 N-{[3,5-difluoro-2-(oxan-4-yloxy)phenyl]methyl}-5-{2-acetamidoimidazo[1,2-b]pyridazin-6-yl}-2-methoxypyridine-3-carboxamide